5,6-dihydrotetrazolo[1,5-c]quinazoline N=1N=NN2CNC=3C=CC=CC3C21